FC1=C(C=C(C=C1)NC(C=C)=O)NC1=NC(=NC=C1C1=CC=C(C=C1)N1CCOCC1)NC=1C=NN(C1)C N-(4-fluoro-3-((2-((1-methyl-1H-pyrazol-4-yl)amino)-5-(4-morpholinophenyl)pyrimidin-4-yl)amino)phenyl)acrylamide